BrC=1C(=NN2C1CCC(C2)(C([2H])([2H])[2H])C([2H])([2H])[2H])C2=NC=C(C=C2)F 3-Bromo-2-(5-fluoropyridin-2-yl)-6,6-bis(methyl-d3)-4,5,6,7-tetrahydropyrazolo[1,5-a]pyridine